Tricyclo[5.4.0.02,8]undec-9-ene C12C3CCCCC2C3C=CC1